(E)-3-((4-methoxy-3-((E)-2-(pyridin-4-yl)vinyl)-1H-indazol-6-yl)methylene)indol-2-one trifluoroacetate FC(C(=O)O)(F)F.COC1=C2C(=NNC2=CC(=C1)\C=C/1\C(NC2=CC=CC=C12)=O)\C=C\C1=CC=NC=C1